2-(1-(4-chlorophenyl)-1H-pyrazol-3-oxy)ethylamine hydrochloride Cl.ClC1=CC=C(C=C1)N1N=C(C=C1)OCCN